C(C)(C)(C)OC(CN(C1(CN(CCN(C1)CC(=O)OC(C)(C)C)CC(OC(C)(C)C)=O)CCCCC(=O)O)CC(OC(C)(C)C)=O)=O 5-(6-(bis(2-(tert-butoxy)-2-oxoethyl)amino)-1,4-bis(2-tert-butoxy-2-oxoethyl)-1,4-diazacycloheptan-6-yl)pentanoic acid